C(C)(=O)OC[C@@H]1N(CCN(C1)C(C(F)(F)F)=O)C1=CC(=C(C=C1)NC1=NC=C(C(=N1)Cl)C(F)(F)F)CC (R)-(1-(4-((4-chloro-5-(trifluoromethyl)pyrimidin-2-yl)amino)-3-ethylphenyl)-4-(2,2,2-trifluoroacetyl)piperazin-2-yl)methyl acetate